CC(CCCC(C)=O)CCCC(C)C 6,10-dimethylundecan-2-one